2-((5-Ethylfuran-2-yl)methyl)-8-(2-fluorobenzyl)-6-phenylimidazo[1,2-a]pyrazin-3(7H)-one C(C)C1=CC=C(O1)CC1=NC=2N(C=C(NC2CC2=C(C=CC=C2)F)C2=CC=CC=C2)C1=O